C(C)(=O)[O-].C(C)(=O)[O-].C(CCCCCCC)[Sn+2] octyl-tin diacetate